para-nitroaniline hydrochloride Cl.[N+](=O)([O-])C1=CC=C(N)C=C1